(3-carbamoylbicyclo[2.2.1]hept-5-en-2-yl)carbamic acid benzyl ester C(C1=CC=CC=C1)OC(NC1C2C=CC(C1C(N)=O)C2)=O